OCCN1C(C(=C(C(=C1)C1=CC=CC=C1)C=1C2=C(C(N(C1)C)=O)NC(=C2)C=2C=NN(C2)C(F)(F)F)C(F)(F)F)=O 4-(1-(2-hydroxyethyl)-2-oxo-5-phenyl-3-(trifluoromethyl)-1,2-dihydropyridin-4-yl)-6-methyl-2-(1-(trifluoromethyl)-1H-pyrazol-4-yl)-1,6-dihydro-7H-pyrrolo[2,3-c]pyridin-7-one